ClC=1C=CC=C2C=CC=C(C12)C1=C(C=2N=C(N=C(C2C=N1)N1C[C@H]2C[C@H]([C@@H](C1)N2)O)OCCC(F)(F)F)F (1R,5R,6R)-3-(7-(8-chloronaphthalen-1-yl)-8-fluoro-2-(3,3,3-trifluoropropoxy)pyrido[4,3-d]pyrimidin-4-yl)-3,8-diazabicyclo[3.2.1]octan-6-ol